FC=1C=C(CCC2=NC(N3C(N4C(COCC4)C3)=C2)=O)C=CC1 7-(3-fluorophenethyl)-3,4,11,11a-tetrahydropyrimido[6',1':2,3]imidazo[5,1-c][1,4]oxazin-9(1H)-one